Cl.BrC1=CC2=C([C@@H](CO2)NC)C=C1 (S)-6-bromo-N-methyl-2,3-dihydrobenzofuran-3-amine hydrochloride